4-Chloro-2-ethyl-5-(4,4,5,5-tetramethyl-1,3,2-dioxaborolan-2-yl)-2H-indazole ClC=1C2=CN(N=C2C=CC1B1OC(C(O1)(C)C)(C)C)CC